(((4-methoxybenzyl) oxy) methyl)-5-oxo-1,2,4a,5,6,7-hexahydro-8-oxa-3,5a,9,13c-tetraazanaphtho[3,2,1-de]anthracene-3(4H)-carboxylate COC1=CC=C(COCOC(=O)N2CC3C(N4CCOC=5N=C6C=CC=CC6=C(C45)N3CC2)=O)C=C1